hafnium(IV) triflate [O-]S(=O)(=O)C(F)(F)F.[Hf+4].[O-]S(=O)(=O)C(F)(F)F.[O-]S(=O)(=O)C(F)(F)F.[O-]S(=O)(=O)C(F)(F)F